C(#N)C=1C(=NC(=C(C1CC)C#N)N1CCC(CC1)N(C)C)SC(C(=O)N)C1=C(C=C(C=C1)F)F 2-((3,5-dicyano-6-(4-(dimethylamino)piperidin-1-yl)-4-ethylpyridin-2-yl)thio)-2-(2,4-difluorophenyl)acetamide